4-acryloyl-N-(1-((4-chloro-5-hydroxy-2-(1-methylcyclopropyl)phenyl)ethynyl)cyclopropyl)piperazine-1-carboxamide C(C=C)(=O)N1CCN(CC1)C(=O)NC1(CC1)C#CC1=C(C=C(C(=C1)O)Cl)C1(CC1)C